[BH4-].[Na+].ClC=1C=C(C=NC1)C=1N=C(NC(C1)=O)C=1C=C(CC(C(=O)N)(C)C)C=CC1C(F)(F)F {3-[4-(5-Chloropyridin-3-yl)-6-oxo-1,6-dihydropyrimidin-2-yl]-4-(trifluoromethyl)benzyl}isobutyramide sodium borohydride